COC=1C(=C(C(=CC1[2H])C)B(O)O)C 3-Methoxy-2,6-dimethyl(4-2H)phenylboronic acid